2-{2-[4-(tert-butoxycarbonyl)piperazin-1-yl]ethyl}-8-methyl-4,5-dihydro-2H-furo[2,3-g]indazole-7-carboxylic acid C(C)(C)(C)OC(=O)N1CCN(CC1)CCN1N=C2C3=C(CCC2=C1)OC(=C3C)C(=O)O